4-methyl-1,1'-biphenyl CC1=CC=C(C=C1)C1=CC=CC=C1